2-Acetyl-7-[4-(4-benzo[d]isothiazol-3-yl-piperazin-1-yl)-butyl]-hexahydro-pyrazino[1,2-c]pyrimidine-6,8-dione C(C)(=O)N1CC2N(C(N(C(C2)=O)CCCCN2CCN(CC2)C2=NSC3=C2C=CC=C3)=O)CC1